C(C)(C)(C)OC(=O)N1[C@@H](COCC1=O)COCC1=CC=CC=C1.CC1(OB(OC1(C)C)C=1C=C2C=NC=NC2=CC1)C 6-(4,4,5,5-tetramethyl-1,3,2-dioxaborolan-2-yl)quinazoline tert-butyl-(R)-3-((benzyloxy)methyl)-5-oxomorpholine-4-carboxylate